C(C)N(C1=CC(=C(C(=O)C2=C(C(=O)O)C=CC=C2)C=C1)O)CC 2-[4-(diethylamino)-2-hydroxy-benzoyl]benzoic acid